CNC(C(C)SC=1N=NC2=C(N1)C=1C=CC=CC1C=1C=CC=CC12)=O N-methyl-2-phenanthro[9,10-e][1,2,4]triazin-3-ylsulfanylpropanamide